methyl (5-fluoro-2-((4-(7-((2-oxo-2,3-dihydro-1H-benzo[d]imidazol-5-yl)methyl)-2,7-diazaspiro[4.4]nonan-2-yl)pyrimidin-5-yl)oxy)phenyl)(methyl)carbamate FC=1C=CC(=C(C1)N(C(OC)=O)C)OC=1C(=NC=NC1)N1CC2(CC1)CN(CC2)CC2=CC1=C(NC(N1)=O)C=C2